3-{5-[5-(6-carbamoyl-5-fluoro-1-methyl-1H-indazol-4-yl)-1H-1,2,4-triazol-3-yl]-3-methyl-1H-pyrazol-1-yl}propanoic acid C(N)(=O)C1=C(C(=C2C=NN(C2=C1)C)C1=NC(=NN1)C1=CC(=NN1CCC(=O)O)C)F